1-[trans-4-cyanotetrahydro-2H-pyran-3-yl]-3-[(4-fluoro-1-hydroxy-3H-2,1-benzoxaborole-6-yl)amino]pyrazole-4-carboxamide C(#N)[C@H]1[C@@H](COCC1)N1N=C(C(=C1)C(=O)N)NC1=CC2=C(COB2O)C(=C1)F